3,6-di(quinoxalin-2-yl)-9H-carbazole N1=C(C=NC2=CC=CC=C12)C=1C=CC=2NC3=CC=C(C=C3C2C1)C1=NC2=CC=CC=C2N=C1